[4-(6-Azaspiro[3.5]nonan-6-yl)-2-methylpiperidin-1-yl]{2-[methyl(pyridin-2-ylmethyl)amino]-1,3-thiazol-5-yl}methanone C1CCC12CN(CCC2)C2CC(N(CC2)C(=O)C2=CN=C(S2)N(CC2=NC=CC=C2)C)C